COC(=O)C1=C(N(C2=C(C=CC=C12)C=1C=NN(C1)C1CCCCC1)C)C 7-(1-cyclohexyl-1H-pyrazol-4-yl)-1,2-dimethyl-1H-indole-3-carboxylic acid methyl ester